4-((2,6-Dichloropyridin-4-yl)methyl)hexahydro-2H-furo[3,2-b]pyrrole ClC1=NC(=CC(=C1)CN1C2C(CC1)OCC2)Cl